ClC1=C(C=CC2=C1C(=N[C@H](C=1N2C=C(N1)C(=O)NCCO)C)C1=NC=CC=C1F)C(F)(F)F (4S)-7-chloro-6-(3-fluoro-2-pyridinyl)-N-(2-hydroxyethyl)-4-methyl-8-(trifluoromethyl)-4H-imidazo[1,2-a][1,4]benzodiazepine-2-Carboxamide